CC1(C=CC(N(C1)C(\C=C\C=1C=NN(C1)C)=O)=O)C (E)-5,5-dimethyl-1-(3-(1-methyl-1H-pyrazol-4-yl)acryloyl)-5,6-dihydropyridin-2(1H)-one